N-[3-[4-(4-chloro-3-fluoro-phenyl)imidazol-1-yl]-1-bicyclo[1.1.1]pentanyl]-2-[3-cis-(trifluoromethoxy)cyclobutoxy]acetamide ClC1=C(C=C(C=C1)C=1N=CN(C1)C12CC(C1)(C2)NC(COC2(CCC2)OC(F)(F)F)=O)F